2-Fluoro-1-(3-((1-methyl-6-(4-(trifluoromethyl)phenoxy)-1H-imidazo[4,5-c]pyridin-7-yl)amino)azetidin-1-yl)prop-2-en-1-one FC(C(=O)N1CC(C1)NC=1C2=C(C=NC1OC1=CC=C(C=C1)C(F)(F)F)N=CN2C)=C